2-{[(2R,7aS)-2-fluoro-hexahydropyrrolizin-7a-yl]methoxy}-7-[8-ethyl-7-fluoro-3-(methoxymethoxy)naphthalen-1-yl]-8-methyl-4-(1,4-oxazepan-4-yl)pyrano[4,3-d]pyrimidin-5-one F[C@@H]1C[C@@]2(CCCN2C1)COC=1N=C(C2=C(N1)C(=C(OC2=O)C2=CC(=CC1=CC=C(C(=C21)CC)F)OCOC)C)N2CCOCCC2